3-[3-methyl-2-oxo-5-[4-(4-piperidyl)-1-piperidyl]benzimidazol-1-yl]piperidine CN1C(N(C2=C1C=C(C=C2)N2CCC(CC2)C2CCNCC2)C2CNCCC2)=O